ClC1=C(N=C(NC1=O)C1=CC=NC=C1)N1CCC(CC1)C#N 1-[5-chloro-6-oxo-2-(4-pyridinyl)-1H-pyrimidin-4-yl]piperidine-4-carbonitrile